Cl.CC1=CNC2=NC=CC(=C21)N2CCSC(=C2)C(=O)NC(C)[C@H]2NCCC2 4-(3-methyl-1H-pyrrolo[2,3-b]pyridin-4-yl)-N-(1-((S)-pyrrolidin-2-yl)ethyl)-3,4-dihydro-2H-1,4-thiazine-6-carboxamide hydrochloride